N-(5-chloro-6-(2H-1,2,3-triazol-2-yl)pyridin-3-yl)-5-cyano-1-(quinolin-5-yl)-1H-pyrazole-4-carboxamide ClC=1C=C(C=NC1N1N=CC=N1)NC(=O)C=1C=NN(C1C#N)C1=C2C=CC=NC2=CC=C1